(S)-N-(5-(2-amino-[1,2,4]triazolo[1,5-a]pyridin-6-yl)-2-methylpyridin-3-yl)-3-(4-fluorophenyl)isooxazolidine-2-carboxamide NC1=NN2C(C=CC(=C2)C=2C=C(C(=NC2)C)NC(=O)N2OCC[C@H]2C2=CC=C(C=C2)F)=N1